IC=1C=C(C=CC1I)[Si](OC)(OC)OC 3,4-diiodophenyltrimethoxysilane